1H,2H,3H,4H,5H,6H-pyrrolo[2,3-f][1,4]oxazepine O1CCNCC2=C1C=CN2